C(N)(O)=O.C(N)(O)=O.NCCSSCCN cystamine dicarbamate